ClC1=CC=CC(=N1)C1=NN(C(=C1)C1(C(N(CC1)C)=O)O)COCC[Si](C)(C)C 3-(3-(6-chloropyridin-2-yl)-1-((2-(trimethylsilyl)ethoxy)methyl)-1H-pyrazol-5-yl)-3-hydroxy-1-methylpyrrolidin-2-one